O=C1NC=C(N=C1)B(O)O 5-oxopyrazine-2-boronic acid